(2S)-4-(((S)-3-fluoro-2-methoxypropyl)(4-(5,6,7,8-tetrahydro-1,8-naphthyridin-2-yl)butyl)amino)-2-(5-oxo-1-phenylpyrrolidine-2-carboxamido)butanoic acid FC[C@H](CN(CC[C@@H](C(=O)O)NC(=O)C1N(C(CC1)=O)C1=CC=CC=C1)CCCCC1=NC=2NCCCC2C=C1)OC